calcium L-pantothenate C(CCNC([C@H](O)C(C)(C)CO)=O)(=O)[O-].[Ca+2].C(CCNC([C@H](O)C(C)(C)CO)=O)(=O)[O-]